3-azido-1-(6-(2-morpholino-2-oxoethoxy)benzothiazol-2-yl)-1-phenyl-3-buten-1-ol N(=[N+]=[N-])C(CC(O)(C1=CC=CC=C1)C=1SC2=C(N1)C=CC(=C2)OCC(=O)N2CCOCC2)=C